3,5-DINITROPYRAZOL [N+](=O)([O-])C1=NNC(=C1)[N+](=O)[O-]